3-(4-fluorophenyl)-1-isopropyl-N-(4-methyl-3-(2-(methylamino)-8,9-dihydroimidazo[1',2':1,6]pyrido[2,3-d]pyrimidin-6-yl)phenyl)-2,4-dioxo-1,2,3,4-tetrahydropyrimidine-5-carboxamide FC1=CC=C(C=C1)N1C(N(C=C(C1=O)C(=O)NC1=CC(=C(C=C1)C)C1=CC2=C(N=C(N=C2)NC)N2C1=NCC2)C(C)C)=O